N-(1-(3,3-difluorocyclobutyl)-1H-pyrazolo[3,4-b]pyridin-6-yl)-4-iodo-2-(6-azaspiro[2.5]oct-6-yl)benzamide FC1(CC(C1)N1N=CC=2C1=NC(=CC2)NC(C2=C(C=C(C=C2)I)N2CCC1(CC1)CC2)=O)F